CC1=CC=C(C=C1)S(=O)(=O)NCl N-chloro-P-toluenesulfonamide